FC(C12COC(C1)C2)(F)F 4-trifluoromethyl-oxabicyclo[2.1.1]hexane